C(C)(C)(C)C=1C=C(C=CC1)C1CC(NCC1)C 4-(3-(tert-butyl)phenyl)-2-methylpiperidine